FC(C1=NC=CC(=N1)N1CC2(CC1)CCN(CC2)C2=CC=CC(=N2)C=2SC=NN2)(F)F 2-(6-(2-(2-(trifluoromethyl)pyrimidin-4-yl)-2,8-diazaspiro[4.5]decan-8-yl)pyridin-2-yl)-1,3,4-thiadiazole